ClC1=C(C=C2C(C(=CN(C2=C1)CC1=CC=C(C=C1)F)CC(=O)OCC)=O)F ethyl 7-chloro-6-fluoro-1-p-fluorobenzyl-1,4-dihydro-4-oxoquinoline-3-acetate